azaoxabicyclo[3.2.1]octane N12OCCC(CC1)C2